N-(3,3-difluoropiperidin-4-yl)-2-methyl-5-((2-methylpyridin-3-yl)methoxy)benzofuran-3-carboxamide FC1(CNCCC1NC(=O)C1=C(OC2=C1C=C(C=C2)OCC=2C(=NC=CC2)C)C)F